CC1OCCC1 2-methyltetrahydro-furan